1-fluoro-N-(6-(1-methyl-1H-pyrazol-4-yl)isoquinolin-3-yl)cyclohexane-1-carboxamide FC1(CCCCC1)C(=O)NC=1N=CC2=CC=C(C=C2C1)C=1C=NN(C1)C